5-butanoyl-3-(1-azabicyclo[5.4.0]undec-3-en-4-yl)-benzothiophene sebacate C(CCCCCCCCC(=O)O)(=O)O.C(CCC)(=O)C=1C=CC2=C(C(=CS2)C2=CCN3CCCCC3CC2)C1